Cl[Mo](C1C=CC=C1)(Cl)(Cl)Cl tetrachloro(cyclopentadienyl)molybdenum